C(C1=CC=CC=C1)OCCCCC([C@@H](CC(C)C)NC(OC(C)(C)C)=O)O tert-butyl N-[(1R)-6-benzyloxy-2-hydroxy-1-isobutyl-hexyl]carbamate